ClC=1N=C(C=2N=CN([C@H]3C[C@H](O)[C@@H](CO)O3)C2N1)N 2-chloro-deoxyadenosine